FC1(CCN(CCC1)C1=NC(=C(C=C1C=1NC2=CC=NC(=C2C(C1)=O)O)C)C(F)(F)F)F 2-[2-(4,4-difluoroazepan-1-yl)-5-methyl-6-(trifluoromethyl)-3-pyridyl]-5-hydroxy-1H-1,6-naphthyridin-4-one